(((5R,7S)-3-(2-Chlorophenyl)-8,8-difluoro-2-oxo-1-oxa-3-azaspiro[4.5]decan-7-yl)methyl)-1H-benzo[d]imidazole-6-carbonitrile ClC1=C(C=CC=C1)N1C(O[C@@]2(C1)C[C@H](C(CC2)(F)F)CN2C=NC1=C2C=C(C=C1)C#N)=O